C[C@H](C(=O)O)COC1=CC=CC=C1 (S)-2-methyl-3-phenoxypropionic acid